CS(=O)(=O)OC[C@H](COC1OCCCC1)C [(2S)-2-Methyl-3-tetrahydropyran-2-yloxy-propyl] methanesulfonate